OC[C@H](C1=CC=CC=C1)NC1=CC(=NC=C1C1=NC(=NO1)C12CCN(CC1)CC2)NC2=CC1=C(B(OC1(C)C)O)C=C2 (S)-5-((4-((2-hydroxy-1-phenylethyl)amino)-5-(3-(quinuclidin-4-yl)-1,2,4-oxadiazol-5-yl)pyridin-2-yl)amino)-3,3-dimethylbenzo[c][1,2]oxaborol-1(3H)-ol